C1(=CC=CC=C1)P(OCC)(OC1=CC=C(C=C1)[N+](=O)[O-])=S O-ethyl O-(4-nitrophenyl) phenylthiophosphonate